N=1C=NN2C1C=C(C=C2)OC2=C(C=C(C=C2)NC2=NC=NC1=C3C(=C(C=C21)O)OCC3)C 4-((4-([1,2,4]Triazolo[1,5-a]pyridin-7-yloxy)-3-methylphenyl)amino)-8,9-dihydrofuro[2,3-h]quinazolin-6-ol